1-(7-Chloro-4-(7-fluoro-1H-indazol-4-yl)-8-methyl-2-oxo-1,2-dihydro-1,5-naphthyridin-3-yl)pyridin-1-ium chloride [Cl-].ClC1=CN=C2C(=C(C(NC2=C1C)=O)[N+]1=CC=CC=C1)C1=C2C=NNC2=C(C=C1)F